(cis)-1-chloro-5-(4-(trifluoromethyl)phenyl)-6,6a,7,8,9,10-hexahydro-5H-pyrido[1,2-a]quinoxaline-8-carboxylic acid ClC1=CC=CC=2N(C[C@H]3N(C12)CC[C@@H](C3)C(=O)O)C3=CC=C(C=C3)C(F)(F)F